C(CCC[Se][Se]CCCC(=O)[O-])(=O)[O-] 4,4'-diselenodibutyrate